FC(CN1CC(C1)C(=O)O)(F)F 1-(2,2,2-trifluoroethyl)azetidine-3-carboxylic acid